C1(CCCCC1)NC1=NC(=NC(=N1)Cl)Cl 4-cyclohexylamino-2,6-dichloro-1,3,5-triazine